C1(=C(C=CC=C1)OC[C@@H](OC1=C(C=CC=C1)C)COP(=O)(O)O)C 1,2-ditolyl-sn-glycero-3-phosphate